(E)-3-fluoro-2-(((2-(3-phenyl-propyl)benzo[d]-oxazol-6-yl)oxy)-methyl)prop-2-en-1-amine 4-methyl-benzenesulfonate CC1=CC=C(C=C1)S(=O)(=O)O.F/C=C(\CN)/COC1=CC2=C(N=C(O2)CCCC2=CC=CC=C2)C=C1